(S)-2-oxo-3-pyrrolidinepropanoic acid methyl ester COC(CC[C@@H]1C(NCC1)=O)=O